CNC1=C2C(=NC(=C1)NC1=CC=C(C3=C1OCO3)C(=O)N3CCOCC3)NC=C2C(F)(F)F (7-((4-(methylamino)-3-(trifluoromethyl)-1H-pyrrolo[2,3-b]pyridin-6-yl)amino)benzo[d][1,3]dioxol-4-yl)(morpholino)methanone